BrC1=C2C(=NC(=C1)Cl)SC(=N2)N 7-bromo-5-chloro-1,3-thiazolo[5,4-b]pyridin-2-amine